ethyl 2-[5-(2-{5-[(3R,5R)-3-amino-5-fluoropiperidine-1-carbonyl]-7-methoxy-1-methyl-1H-1,3-benzodiazol-2-yl}-1-(cyclopropylmethyl)-1H-pyrrolo[2,3-b]pyridin-6-yl)pyridin-2-yl]acetate N[C@H]1CN(C[C@@H](C1)F)C(=O)C1=CC2=C(N(C(=N2)C2=CC=3C(=NC(=CC3)C=3C=CC(=NC3)CC(=O)OCC)N2CC2CC2)C)C(=C1)OC